4-(benzylamino)-5-methylpyridin-2(1H)-one C(C1=CC=CC=C1)NC1=CC(NC=C1C)=O